FC1=C(C=C2C(=CC(=NC2=C1)C=1C(=NNC1C(F)(F)F)C)C(C)C)C1=NN(C(=N1)C(C)=O)C 1-(3-(7-fluoro-4-isopropyl-2-(3-methyl-5-(trifluoromethyl)-1H-pyrazol-4-yl)quinoline-6-Yl)-1-methyl-1H-1,2,4-triazol-5-yl)ethan-1-one